(6-(4-methoxybenzyloxy)pyridin-3-ylamino)-3-morpholinoquinoxaline-5-carbonitrile COC1=CC=C(COC2=CC=C(C=N2)NC2=NC=3C=CC=C(C3N=C2N2CCOCC2)C#N)C=C1